(2S)-3-amino-2-phenyl-N-[7-(1H-pyrazol-4-yl)-5H-pyrrolo[3,2-d]pyrimidin-4-yl]propionamide tertbutyl-1-methyl-4-oxo-1,3,8-triazaspiro[4.5]decane-8-carboxylate C(C)(C)(C)OC(=O)N1CCC2(C(NCN2C)=O)CC1.NC[C@@H](C(=O)NC=1C2=C(N=CN1)C(=CN2)C=2C=NNC2)C2=CC=CC=C2